tert-butyl 2-[5-bromo-4-(4-fluorophenyl) imidazol-1-yl]Acetate BrC1=C(N=CN1CC(=O)OC(C)(C)C)C1=CC=C(C=C1)F